6-[[6-[4-Chloro-3-(difluoromethoxy)phenyl]-3-methyl-pyrazin-2-yl]methyl]-8-oxa-6-azaspiro[2.5]octan-7-one ClC1=C(C=C(C=C1)C1=CN=C(C(=N1)CN1CCC2(CC2)OC1=O)C)OC(F)F